N-[{3-[(benzyloxy)methoxy]propyl}(methyl)oxido-λ6-sulfanylidene]-2,2,2-trifluoroacetamide C(C1=CC=CC=C1)OCOCCCS(=NC(C(F)(F)F)=O)(=O)C